(S)-1-(6-(4-(5-chloro-6-methyl-1H-indazol-4-yl)-3-(2-ethyl-2-methyl-4-(pyridazin-4-yl)piperazin-1-yl)-5-methyl-1H-pyrazol-1-yl)-2-azaspiro[3.3]hept-2-yl)prop-2-en-1-one ClC=1C(=C2C=NNC2=CC1C)C=1C(=NN(C1C)C1CC2(CN(C2)C(C=C)=O)C1)N1[C@@](CN(CC1)C1=CN=NC=C1)(C)CC